2-(5-(3-Fluorophenyl)thiophen-2-yl)-N-(2-morpholinoethyl)acetamid FC=1C=C(C=CC1)C1=CC=C(S1)CC(=O)NCCN1CCOCC1